CNC(=O)C=1C=CC=2N(C1)C=C(N2)N2C(C(N(CC2)C(C=C)=O)CCC(=O)O)=O 3-[4-[6-(methylcarbamoyl)imidazo[1,2-a]pyridin-2-yl]-3-oxo-1-prop-2-enoyl-piperazin-2-yl]propanoic acid